1-(4-((7-(3-methoxybenzenesulfonyl)-7H-pyrrolo[2,3-d]pyrimidin-2-yl)amino)phenyl)-4-methyl-2-piperazinone COC=1C=C(C=CC1)S(=O)(=O)N1C=CC2=C1N=C(N=C2)NC2=CC=C(C=C2)N2C(CN(CC2)C)=O